(4S,4'S)-2,2'-[1,3-bis(4-tert-butylphenyl)propane-2,2-diyl]bis(4-phenyl-4,5-dihydrooxazol) C(C)(C)(C)C1=CC=C(C=C1)CC(CC1=CC=C(C=C1)C(C)(C)C)(C=1OC[C@@H](N1)C1=CC=CC=C1)C=1OC[C@@H](N1)C1=CC=CC=C1